Cl.FC1=CC=C(C=C1)C(N1[C@@H](CN[C@H](C1)C)C)C1=NC=C(C=C1)OC(F)(F)F (2R,5S)-1-((4-Fluorophenyl)(5-(trifluoromethoxy)pyridin-2-yl)methyl)-2,5-dimethylpiperazine hydrochloride